benzyl 4-[5-[6-bromo-3-(3-methoxy-2,2-dimethyl-3-oxo-propyl)-1-azatricyclo[6.3.1.04,12]dodeca-2,4,6,8(12)-tetraen-2-yl]-6-[(1S)-1-methoxyethyl]-3-pyridyl]piperazine-1-carboxylate BrC=1C=C2C(=C(N3CCCC(C1)=C32)C=3C=C(C=NC3[C@H](C)OC)N3CCN(CC3)C(=O)OCC3=CC=CC=C3)CC(C(=O)OC)(C)C